O.O.P(=O)(O)([O-])[O-].[Na+].[Na+] disodium hydrogen orthophosphate, dihydrate